CC=1N=C(C2=C(N1)N=CC(=C2)C2=CCC1(CN(C1)C(C)=O)CC2)N[C@H](C)C2=C(C(=CC=C2)C(F)(F)F)C 1-{7-[2-methyl-4-({(1R)-1-[2-methyl-3-(trifluoromethyl)phenyl]ethyl}amino)pyrido[2,3-d]pyrimidin-6-yl]-2-azaspiro[3.5]non-6-en-2-yl}ethan-1-one